N-(4-(oxetan-3-ylmethoxy)phenethyl)acrylamide O1CC(C1)COC1=CC=C(CCNC(C=C)=O)C=C1